COC=1C=C(C=C(C1)OC)C1=C(C=CC(=C1)C)S(=O)C1=NC=CC=C1C(=O)NCC1=CC=C(C=C1)C=1N=NC=NN1 2-[2-(3,5-dimethoxyphenyl)-4-methyl-phenyl]sulfinyl-N-[[4-(1,2,4,5-tetrazin-3-yl)phenyl]methyl]pyridine-3-carboxamide